C(C)(C)C1CCN(CC1)C1=NC=C(C=N1)NCC1CCC(CC1)NC(OC(C)(C)C)=O tert-butyl ((1s,4s)-4-(((2-(4-isopropylpiperidin-1-yl)pyrimidin-5-yl)amino)methyl)cyclohexyl)carbamate